1-phenylcyclopropanecarboxaldehyde C1(=CC=CC=C1)C1(CC1)C=O